FC1=C(C=C(C(=O)O)C=C1)C1=C(C=CC=C1)CO 4-Fluoro-3-(2-hydroxymethyl-phenyl)benzoic acid